C(C)(=O)NC1=C(C(=O)NC2=NC=C(C=N2)C)C=CC=C1 2-acetamido-N-(5-methylpyrimidin-2-yl)benzamide